N-[(4-phenyl-1-trityl-4-piperidyl)methyl]-4-(trifluoromethoxy)benzenesulfonamide C1(=CC=CC=C1)C1(CCN(CC1)C(C1=CC=CC=C1)(C1=CC=CC=C1)C1=CC=CC=C1)CNS(=O)(=O)C1=CC=C(C=C1)OC(F)(F)F